4-(4-(4-(benzo[b]thiophen-5-ylamino)quinolin-6-yl)-3-fluorobenzyl)piperazin-2-one S1C2=C(C=C1)C=C(C=C2)NC2=CC=NC1=CC=C(C=C21)C2=C(C=C(CN1CC(NCC1)=O)C=C2)F